ClC1=C(/C=N/O)C=C(C(=C1)F)N1C(N(C(=CC1=O)C(F)(F)F)C)=O (E)-2-chloro-4-fluoro-5-(3-methyl-2,6-dioxo-4-trifluoromethyl-3,6-dihydropyrimidin-1(2H)-yl)benzaldehyde oxime